rac-trans-2-(3-bromophenyl)cyclopropane-1-carboxylic acid ethyl ester C(C)OC(=O)[C@H]1[C@@H](C1)C1=CC(=CC=C1)Br |r|